di-(2-ethylhexyl) 2-ethylhexyl phosphonate CCCCC(CC)COP(=O)(CC(CC)CCCC)OCC(CC)CCCC